2-(2-furyl)-5-[[(2R)-pyrrolidin-2-yl]methylamino]pyrazolo[1,5-a]pyrimidine-3-carbonitrile O1C(=CC=C1)C1=NN2C(N=C(C=C2)NC[C@@H]2NCCC2)=C1C#N